(3R)-N-[3-bromo-5-(5-fluoro-3-pyridinyl)pyrazolo[1,5-a]Pyrimidin-7-yl]-2,3,4,9-tetrahydro-1H-carbazol-3-amine BrC=1C=NN2C1N=C(C=C2N[C@@H]2CCC=1NC3=CC=CC=C3C1C2)C=2C=NC=C(C2)F